6-chloro-4-methyl-3-nitro-pyridin-2-amine ClC1=CC(=C(C(=N1)N)[N+](=O)[O-])C